OC1=NC=CC(=C1)C1NCC12NC(N(C2)CC(C)C2=NN1C(C(=CC(=C1)OC[C@H](C)C1=CC=CC=C1)C)=N2)=O (2-hydroxy-4-pyridyl)7-[2-[8-methyl-6-[(2R)-2-phenylpropoxy]-[1,2,4]triazolo[1,5-a]pyridin-2-yl]propyl]-2,5,7-triazaspiro[3.4]octan-6-one